FC1=CC(=CC=2C=3C=C4C(=C(C3N(C12)C)C)C=CN=C4)OCCN(C)C 2-(7-fluoro-5,6-dimethyl-pyrido[4,3-b]carbazol-9-yl)oxy-N,N-dimethyl-ethanamine